C(#N)C=1C=C2C(C(N(C2=CC1)C1CCN(CC1)C1CCC(CC1)=C(C)C)=O)CC(=O)N 2-(5-cyano-2-oxo-1-(1-(4-(propan-2-ylidene)cyclohexyl)piperidin-4-yl)indolin-3-yl)acetamide